Nα-Boc-Nγ-trityl-L-asparagine C(=O)(OC(C)(C)C)N[C@@H](CC(NC(C1=CC=CC=C1)(C1=CC=CC=C1)C1=CC=CC=C1)=O)C(=O)O